[4-chloro-5-[(4-methoxyphenyl)methoxy]-3-pyridyl]-trimethyl-stannane ClC1=C(C=NC=C1OCC1=CC=C(C=C1)OC)[Sn](C)(C)C